C1=NNC=2C1=C1C3=C(C(=NC1=CC2)C2=CC=C(C=C2)O)COCC3 4-(3,8,10,11-tetrahydropyrano[3,4-c]pyrazolo[4,3-f]quinolin-7-yl)phenol